trans-3-[[(5S,7S)-7-fluoro-5-phenyl-6,7-dihydro-5H-pyrrolo[1,2-b][1,2,4]triazol-2-yl]sulfanyl]cyclobutanol F[C@H]1C[C@H](N2N=C(N=C21)S[C@@H]2C[C@H](C2)O)C2=CC=CC=C2